(2-fluorophenyl)-((5-(4-(trifluoromethoxy)phenyl)thiophen-2-yl)methyl)quinoxaline-2-carboxamide FC1=C(C=CC=C1)C1=C2N=C(C(=NC2=CC=C1)C(=O)N)CC=1SC(=CC1)C1=CC=C(C=C1)OC(F)(F)F